(2-(((1R,5S,6s)-3-azabicyclo[3.1.0]hexan-6-yl)oxy)-6-(4-fluorophenyl)pyridin-4-yl)-3-methylpyrrolidin-2-one [C@@H]12CNC[C@H]2C1OC1=NC(=CC(=C1)N1C(C(CC1)C)=O)C1=CC=C(C=C1)F